NC([C@@H](C[C@@H]1C(NCC1)=O)C(C(=O)N)(CC1CC1)NC(CCC1=CC(=CC(=C1)F)F)=O)=O ((S)-2-amino-2-oxo-1-[[(3S)-2-oxopyrrolidin-3-yl]methyl]ethyl)-3-cyclopropyl-2-[3-(3,5-difluorophenyl)propanoylamino]propanamide